CS(=O)(=O)N1CCN(CC1)C(=O)C1=CC(=NC(=N1)C1=CC=CC=C1)C=O 6-(4-(methylsulfonyl)piperazine-1-carbonyl)-2-phenylpyrimidine-4-carbaldehyde